CC1=C(N=NC(=C1)NC(CC(C)C)=O)C(=O)N Methyl-6-(3-methylbutyrylamino)pyridazine-3-carboxamide